FC(C1=CC=C(C=C1)/C=C/C(=O)NCC(=O)N1CC2=CC=C(C=C2CC1)C(C(=O)O)C)(F)F 2-[2-[[(E)-3-[4-(trifluoromethyl)phenyl]prop-2-enoylamino]acetyl]-3,4-dihydro-1H-isoquinolin-6-yl]propanoic acid